N,N'-dodecamethylenebismaleimide tert-butyl-(4S)-2,2-dimethyl-4-[3-phenyl-3-(3-sulfamoylpyrazol-1-yl)propyl]pyrrolidine-1-carboxylate C(C)(C)(C)OC(=O)N1C(C[C@@H](C1)CCC(N1N=C(C=C1)S(N)(=O)=O)C1=CC=CC=C1)(C)C.C1(C=CC(N1CCCCCCCCCCCCN1C(C=CC1=O)=O)=O)=O